6-[6-methoxy-5-({[1-(phenoxy-methyl)cyclopropyl]methyl}-carbamoyl)-pyridin-3-yl]-N-methyl-1H-indazole-3-carboxamide COC1=C(C=C(C=N1)C1=CC=C2C(=NNC2=C1)C(=O)NC)C(NCC1(CC1)COC1=CC=CC=C1)=O